2-(benzhydrylideneamino)-2-(8-bromo-4-deuterio-phthalazin-1-yl)acetonitrile C(C1=CC=CC=C1)(C1=CC=CC=C1)=NC(C#N)C1=NN=C(C2=CC=CC(=C12)Br)[2H]